C1(CC1)COC1=C(C=C(C=C1)S(=O)(=O)CC)C=1C2=C(C(N(C1)C)=O)OC(=C2)C 4-[2-(cyclopropylmethoxy)-5-ethyl-sulfonylphenyl]-2,6-dimethylfuro[2,3-c]pyridin-7-one